BrC1=NN(C(=C1)C(=O)NC=1C(=CC=2N(C1C(=O)NC1CC1)N=CC2)C)C2=NC=CC=C2Cl 6-(3-Bromo-1-(3-chloropyridin-2-yl)-1H-pyrazol-5-carboxamido)-N-cyclopropyl-5-methylpyrazolo[1,5-a]pyridin-7-carboxamid